C(C)(C)(C)OC(=O)N(CC(=O)O)C1CCN(CC1)C(=O)OC(C)(C)C 2-{[(tert-Butoxy)carbonyl]({1-[(tert-butoxy)carbonyl]piperidin-4-yl})amino}acetic Acid